1,2-propylene glycol (3-mercaptopropionate) SCCC(=O)O.C(C(C)O)O